N-isopropyl-3-oxo-N-(4-((1,2,3,4-tetrahydroisoquinolin-6-yl)carbamoyl)benzyl)-3,4-dihydro-2H-benzo[b][1,4]oxazine-7-carboxamide 2,2,2-trifluoroacetate FC(C(=O)O)(F)F.C(C)(C)N(C(=O)C=1C=CC2=C(OCC(N2)=O)C1)CC1=CC=C(C=C1)C(NC=1C=C2CCNCC2=CC1)=O